N-[4-(6-oxa-3-azabicyclo[3.1.1]heptane-3-carbonyl)-3-pyrrolidin-1-ylphenyl]cyclopropanecarboxamide C12CN(CC(O1)C2)C(=O)C2=C(C=C(C=C2)NC(=O)C2CC2)N2CCCC2